The molecule is a dihydroxyanthraquinone that is 9,10-anthraquinone bearing hydroxy substituents at positions 1 and 8, a methoxy group at position 3, and a methyl group at position 6. It has been widely isolated and characterised from both terrestrial and marine sources. It has a role as an apoptosis inducer, an antineoplastic agent, a hepatoprotective agent, an anti-inflammatory agent, an antibacterial agent, an antifungal agent and a metabolite. It derives from a 2-methylanthraquinone. CC1=CC2=C(C(=C1)O)C(=O)C3=C(C2=O)C=C(C=C3O)OC